C(C)OC(CCCCC)=O.C1(CC1)OC1=C(C=CC(=C1)F)C(=O)N1CC2(C1)CC(C2)OC2=NN(C(=C2)C2=C(C=CC=C2)F)C (2-cyclopropoxy-4-fluorophenyl)(6-((5-(2-fluorophenyl)-1-methyl-1H-pyrazol-3-yl)oxy)-2-azaspiro[3.3]heptan-2-yl)methanone ethyl-1-hexanoate